1-((S)-1-(2-((1R,2R)-1-amino-2-(((S)-1,1,1-trifluoropropan-2-yl)oxy)propyl)-1H-benzo[d]imidazol-5-yl)-2-methoxyethyl)-5,5-difluorotetrahydropyrimidin-2(1H)-one N[C@@H]([C@@H](C)O[C@H](C(F)(F)F)C)C1=NC2=C(N1)C=CC(=C2)[C@@H](COC)N2C(NCC(C2)(F)F)=O